(3R)-3-(4-{[1-(piperidin-4-ylmethyl)piperidin-4-yl]methoxy}phenyl)piperidine-2,6-dione N1CCC(CC1)CN1CCC(CC1)COC1=CC=C(C=C1)[C@@H]1C(NC(CC1)=O)=O